tert-Butyl 4-[4-[[2-(hydroxymethyl)-6-[(4-methylthieno[3,2-b]pyrrole-5-carbonyl)amino]phenyl]methoxy]phenoxy]piperidine-1-carboxylate OCC1=C(C(=CC=C1)NC(=O)C1=CC2=C(N1C)C=CS2)COC2=CC=C(OC1CCN(CC1)C(=O)OC(C)(C)C)C=C2